N-Acetylserin C(C)(=O)N[C@@H](CO)C(=O)O